4-bromobutanenitrile BrCCCC#N